FC1=C(C=C(C=C1)OC=1C(=C2C=CNC2=CC1F)C)C=1NC(=CN1)C1COC2=C(C=CC=C2C1)CCC(=O)OC methyl 3-[3-[2-[2-fluoro-5-[(6-fluoro-4-methyl-1H-indol-5-yl)oxy]phenyl]-1H-imidazol-5-yl]chroman-8-yl]propanoate